4-((3-(4-(((1R,4R)-4-(2-oxa-8-azaspiro[4.5]decan-8-yl)cyclohexyl)amino)-1-(2,2,2-trifluoroethyl)-1H-benzo[d]imidazol-2-yl)prop-2-yn-1-yl)amino)-3-methoxy-N-methylbenzamide C1OCCC12CCN(CC2)C2CCC(CC2)NC2=CC=CC=1N(C(=NC12)C#CCNC1=C(C=C(C(=O)NC)C=C1)OC)CC(F)(F)F